COC(C1=C(C(=CC=C1)[N+](=O)[O-])OC([2H])([2H])[2H])=O 2-(methoxy-d3)-3-nitrobenzoic acid methyl ester